CN(C)CN1CCCCC1 [(dimethylamino)methyl]piperidin